C(C)P(C1=CC=CC=C1)=O (R)-Ethyl(phenyl)phosphine oxide